C(C)(=O)C=1N=NC(=CC1NC=1N=CC=2CCC3=C(C2C1F)NC1=C3C(NCC1C)=O)Cl 2-((3-acetyl-6-chloropyridazin-4-yl)amino)-1-fluoro-10-methyl-5,6,8,9,10,11-hexahydro-7H-pyrido[3',4':4,5]pyrrolo[2,3-f]isoquinolin-7-one